NC1(CN(C1)C=1N=C(C2=C(N1)C(=C(N=C2)C2=CC(=CC1=CC=C(C(=C21)CC)F)O)F)N2C[C@@](CCC2)(O)C)C (R)-1-(2-(3-amino-3-methylazetidin-1-yl)-7-(8-ethyl-7-fluoro-3-hydroxynaphthalen-1-yl)-8-fluoropyrido[4,3-d]pyrimidin-4-yl)-3-methylpiperidin-3-ol